6-bromo-1-oxo-1,3-dihydrospiro[indene-2,4'-piperidine]-1'-carboxylic acid tert-butyl ester C(C)(C)(C)OC(=O)N1CCC2(CC1)C(C1=CC(=CC=C1C2)Br)=O